tert-butyl N-(2-fluoro-4,5,6,7-tetrahydrobenzothiophen-5-yl)-N-methyl-carbamate FC=1SC2=C(C1)CC(CC2)N(C(OC(C)(C)C)=O)C